COC(=O)C1(CC(C1)O)C1=CC(=CC(=C1)F)Br 1-(3-Bromo-5-fluorophenyl)-3-hydroxycyclobutane-1-carboxylic acid methyl ester